FC1=CC(=C(C=C1)CC1CC2(CN(C2)C(=O)N2C[C@@H]3[C@@H](OCC(N3)=O)CC2)C1)S(=O)(=N)C |r| rac-(4aR,8aS)-6-[6-[[4-fluoro-2-(methylsulfonimidoyl)phenyl]methyl]-2-azaspiro[3.3]heptane-2-carbonyl]-4,4a,5,7,8,8a-hexahydropyrido[4,3-b][1,4]oxazin-3-one